CC(C)(S[SiH2]SC(C)(C)C)C Bis(1,1-dimethylethylthio)silane